(2S)-(S)-pyrrolidin-3-yl 2-(((((2R,3S,4R,5S)-5-(4-aminopyrrolo[2,1-f][1,2,4]triazin-7-yl)-2-cyano-3,4-dihydroxytetrahydrofuran-2-yl)methoxy)(phenoxy)phosphoryl)amino)propanoate NC1=NC=NN2C1=CC=C2[C@H]2[C@@H]([C@@H]([C@@](O2)(C#N)COP(=O)(OC2=CC=CC=C2)N[C@H](C(=O)O[C@@H]2CNCC2)C)O)O